2-(((tert-butyldiphenylsilyl)oxy)methyl)-6-oxo-1,4-oxazepane-4-carboxylate [Si](C1=CC=CC=C1)(C1=CC=CC=C1)(C(C)(C)C)OCC1OCC(CN(C1)C(=O)[O-])=O